O=C1NC(CCC1N1C(NC2=C1C=CC(=C2)N2CCN(CC2)C=2C=C(C=CC2)C2C(CNC2)C#N)=O)=O 4-(3-(4-(1-(2,6-dioxopiperidin-3-yl)-2-oxo-2,3-dihydro-1H-benzo[d]imidazol-5-yl)piperazin-1-yl)phenyl)pyrrolidine-3-carbonitrile